COC1=C(CN(S(=O)(=O)C2=C(C=C(C=C2F)N2C[C@@](CCC2)(CCC2=CC(=C(C=C2)C)C(F)(F)F)N(C)C)F)C2=NC=NC=C2)C=CC(=C1)OC (S)-N-(2,4-Dimethoxybenzyl)-4-(3-(dimethylamino)-3-(4-methyl-3-(trifluoromethyl)-phenethyl)piperidin-1-yl)-2,6-difluoro-N-(pyrimidin-4-yl)benzenesulfonamide